C(C)(C)(C)OC(=O)N1CCC(CC1)OCC1=NC2=CC(=CC(=C2C(N1)=O)F)OCC1CCOCC1 4-((5-fluoro-4-oxo-7-((tetrahydro-2H-pyran-4-yl)methoxy)-3,4-dihydroquinazolin-2-yl)methoxy)piperidine-1-carboxylic acid tert-butyl ester